Tert-butyl (R)-(4-(1-((2-methyl-2-azaspiro[3.3]heptan-6-yl)carbamoyl)-3-(trifluoromethyl)-5,6-dihydroimidazo[1,5-a]pyrazin-7(8H)-yl)-4-oxo-1-(2,4,5-trifluorophenyl)butan-2-yl)carbamate CN1CC2(C1)CC(C2)NC(=O)C=2N=C(N1C2CN(CC1)C(C[C@@H](CC1=C(C=C(C(=C1)F)F)F)NC(OC(C)(C)C)=O)=O)C(F)(F)F